COC1=CC=C(C=C1)C=1OC(CN1)(C1=CC=CC=C1)CN(S(=O)(=O)C1=CC=C(C=C1)C)C N-((2-(4-methoxyphenyl)-5-phenyl-4,5-dihydro-oxazol-5-yl)methyl)-N,4-dimethylbenzenesulfonamide